N-(2-((7-(2,6-dichloro-3,5-dimethoxyphenyl)-5-(((1-(2-hydroxyethyl)-1H-pyrazol-4-yl)methyl)amino)-2,6-naphthyridin-3-yl)amino)-3-methylphenyl)acrylamide ClC1=C(C(=C(C=C1OC)OC)Cl)C1=NC(=C2C=C(N=CC2=C1)NC1=C(C=CC=C1C)NC(C=C)=O)NCC=1C=NN(C1)CCO